(S)-2-methyl-3-(4-(4-(1-(pent-3-yl)-1H-pyrazol-4-yl)pyrazolo[1,5-a]pyrazin-6-yl)-1H-pyrazol-1-yl)propan-1-ol C[C@H](CO)CN1N=CC(=C1)C=1N=C(C=2N(C1)N=CC2)C=2C=NN(C2)C(CC)CC